C(C)OCCOCCOC1=CC=C(C=C1)CCC[C@H](C(=O)[O-])O |r| racemic-5-{4-[2-(2-ethoxyethoxy) ethoxy] phenyl}-2-hydroxyvalerate